ClCCN1C(=NC2=C(C1=O)C=NN2C2=CC=C(C=C2)Cl)C=2C=NC(=CC2)Cl 5-(2-chloroethyl)-1-(4-chlorophenyl)-6-(6-chloropyridin-3-yl)-1,5-dihydro-4H-pyrazolo[3,4-d]pyrimidin-4-one